1-(2-fluoro-4-(5-(2-(1-methyl-1H-imidazol-4-yl)acetamido)-1,3,4-thiadiazol-2-yl)butyl)-N-(2-fluoro-5-(trifluoromethoxy)benzyl)-1H-1,2,3-triazole-4-carboxamide FC(CN1N=NC(=C1)C(=O)NCC1=C(C=CC(=C1)OC(F)(F)F)F)CCC=1SC(=NN1)NC(CC=1N=CN(C1)C)=O